C(C)(C)(C)OC(=O)N1CC2(CCN(C2)C2=NC=C(C=C2)C=2C=3N(C=C(C2)OCC)N=CC3C#N)CCC1 2-(5-(3-Cyano-6-ethoxypyrazolo[1,5-a]pyridin-4-yl)pyridin-2-yl)-2,7-diazaspiro[4.5]decane-7-carboxylic acid tert-butyl ester